NC=1NC2=CC(=C(C=C2C1C(=O)N)F)S(NC1(CC1)C)(=O)=O 2-amino-5-fluoro-6-(N-(1-methylcyclopropyl)sulfamoyl)-1H-indole-3-carboxamide